(R)-1-(6-((4-((4-((1-(3-amino-5-(trifluoromethyl)phenyl)ethyl)amino)-7-methoxy-2-methylquinazolin-6-yl)oxy)piperidin-1-yl)methyl)pyridazin-3-yl)dihydropyrimidine-2,4(1H,3H)-dione NC=1C=C(C=C(C1)C(F)(F)F)[C@@H](C)NC1=NC(=NC2=CC(=C(C=C12)OC1CCN(CC1)CC1=CC=C(N=N1)N1C(NC(CC1)=O)=O)OC)C